N[C@H](C(C)C)CCC(C[C@@H]([C@H](CC1=CC=CC=C1)OC)C)C (2S,3S,8S,9S)-3-amino-9-methoxy-2,6,8-trimethyl-10-phenyldecan